COC(=O)[C@@H]1N(CC[C@H](C1)N(C)CC1=CC=CC=C1)C(=O)OC(C)(C)C |r| (±)-(trans)-4-(benzyl-(methyl)amino)piperidine-1,2-dicarboxylic acid 1-(tert-butyl) 2-methyl ester